OC1=CC=C2CCC(C2=C1)=O 6-hydroxyl-1-indanone